CN(C(C)C=1SC(=C(N1)C(F)(F)F)C1=NC(=NC=C1F)NC1CCN(CC1)S(=O)(=O)C)C 4-[2-[1-(dimethylamino)ethyl]-4-(trifluoromethyl)thiazol-5-yl]-5-fluoro-N-(1-methylsulfonyl-4-piperidyl)pyrimidin-2-amine